(4-(5-(1-ethyl-1H-pyrazol-4-yl)benzo[d]oxazol-2-yl)pyridin-2-yl)methanone C(C)N1N=CC(=C1)C=1C=CC2=C(N=C(O2)C2=CC(=NC=C2)C=O)C1